5-(3,5-dimethylisoxazol-4-yl)-3-(3-fluoro-4-(oxiran-2-yl)benzyl)benzo[d]oxazol-2(3H)-one CC1=NOC(=C1C=1C=CC2=C(N(C(O2)=O)CC2=CC(=C(C=C2)C2OC2)F)C1)C